octahydro-1H,3H,8H,10H-biphenyleno[4a,4b-c:8a,8b-c']difuran-1,3,8,10-tetrone C1(OC(C23C14CCCCC41C3(C(OC1=O)=O)CCCC2)=O)=O